FC1=C(OCCCCCCCCCCCP(OC)=O)C=CC(=C1F)C1CCC(CC1)CCCCC Methyl {11-[2,3-difluoro-4-(4-pentylcyclohexyl)phenoxy]undecyl}phosphinate